(6-((2-((5-(1-methyl-1H-pyrazol-4-yl)-2-(2,2,2-trifluoroethoxy)phenyl)amino)-7H-pyrrolo[2,3-d]pyrimidin-4-yl)amino)quinoxalin-5-yl)phosphine oxide CN1N=CC(=C1)C=1C=CC(=C(C1)NC=1N=C(C2=C(N1)NC=C2)NC=2C(=C1N=CC=NC1=CC2)[PH2]=O)OCC(F)(F)F